CC1(OB(OC1(C)C)C=1C=C(C=CC1)N1C2=CC=CC=C2OC=2C=CC=CC12)C 10-[3-(4,4,5,5-tetramethyl-1,3,2-dioxaborolan-2-yl)phenyl]-10H-phenoxazine